CC=1C=C(C=CC1)N1C(N(C(NC1=O)=O)C1=CC(=C(C=C1)OC1=CC=CC=C1)OCC(=O)N1CCOCC1)=O 1-(3-methylphenyl)-3-{3-[2-(morpholin-4-yl)-2-oxoethoxy]-4-phenoxyphenyl}-1,3,5-triazinane-2,4,6-trione